C(C(=C)C)(=O)OCCC[Si](O[Si](C)(C)C)(O[Si](C)(C)C)O[Si](C)(C)C 3-(methacryloyloxy)propyltris(trimethylsiloxy)silane